CNC(C1=C(C=CC=C1)C1=CC=C2C(=NN(C2=C1)C1OCCCC1)\C=C\C1=NC=C(C=C1)OCCN1CCOCC1)=S N-methyl-2-[3-[(E)-2-[5-(2-morpholinoethoxy)-2-pyridinyl]vinyl]-1-tetrahydropyran-2-yl-indazol-6-yl]thiobenzamide